OC1=C(C=CC(=C1)OC)C1=NC(=NC(=N1)C1=C(C=C(C=C1)OC)O)C1=C(C=C(C=C1)OC)O 2,4,6-tri(2-hydroxy-4-methoxyphenyl)-1,3,5-triazine